CN1N=C2C(=NC(=CC2=C1)NC(=O)C=1C=CC(=C2C=CN=NC12)N1CCN(CC1)C(=O)OC(C)(C)C)C tert-butyl 4-[8-({2,7-dimethylpyrazolo[3,4-c]pyridin-5-yl}carbamoyl) cinnolin-5-yl]piperazine-1-carboxylate